[Fe].[V].[Mo].[Al].CNC(C1=C(C=CC=C1)SC1=CC=C2C(=NN(C2=C1)C(=O)OCCCCC)\C=C\C1=NC=CC=C1)=O N-methyl-2-((3-((E)-2-(2-pyridinyl)vinyl)-1-pentoxycarbonyl-1H-indazol-6-yl)thio)benzamide aluminum-molybdenum-vanadium-iron